C1(=CC=CC=C1)C1(CCC1)NC(=O)N1CC2(CCN3N=CC=C32)CC1 N-(1-phenylcyclobutyl)-5',6'-dihydrospiro[pyrrolidine-3,4'-pyrrolo[1,2-b]pyrazole]-1-carboxamide